BrC=1N=C(N(C1)C)C1(COC1)O 3-(4-bromo-1-methyl-1H-imidazol-2-yl)oxetan-3-ol